(Prop-1-en-2-yl)-2-tosyl-5-((trimethylsilyl)oxy)-2-azabicyclo[3.2.1]octane C=C(C)C12N(CCC(CC1)(C2)O[Si](C)(C)C)S(=O)(=O)C2=CC=C(C)C=C2